CC(C)(CCC(C)(OOC(C)(C)C)C)OOC(C)(C)C 2,5-Dimethyl-2,5-di-(tert-butylperoxy)-hexan